BrC1=CC=C2C=C(CC2=C1)C(=O)N1CCN(CC1)C(C1=CN=C(C=C1)OC)=O (6-bromo-1H-inden-2-yl)(4-(6-methoxynicotinoyl)piperazin-1-yl)methanone